2-bromophenyl-1-(4-(2-chloroethyloxy)phenyl)3-cyclopropylpropan-1-one trans-methyl-4-((5-fluoro-4-(3-(oxetan-3-yl)phenyl)pyrimidin-2-yl)amino)cyclohexane-1-carboxylate COC(=O)[C@@H]1CC[C@H](CC1)NC1=NC=C(C(=N1)C1=CC(=CC=C1)C1COC1)F.BrC1=C(C=CC=C1)C(C(=O)C1=CC=C(C=C1)OCCCl)CC1CC1